[2-(2,6-dioxopiperidin-3-yl)-4-(oxan-4-yloxy)-3-oxo-2,3-dihydro-1H-isoindol-5-yl]methyl N-[4-(2,4-difluorophenoxy)-2-fluorophenyl]carbamate FC1=C(OC2=CC(=C(C=C2)NC(OCC=2C(=C3C(N(CC3=CC2)C2C(NC(CC2)=O)=O)=O)OC2CCOCC2)=O)F)C=CC(=C1)F